NC=1N(C=2C3=C(C4=C(NC(C13)=O)SN=C4)N=C(N2)C)C2=C(C(=CC=C2C)O)C 5-amino-4-(3-hydroxy-2,6-dimethylphenyl)-2-methyl-4,7-dihydro-6H-8-thia-1,3,4,7,9-Pentaazabenzo[cd]cyclopenta[f]azulen-6-one